C(=O)(OCC1C2=CC=CC=C2C2=CC=CC=C12)N[C@@H](CCCCN)C(=O)O Nα-Fmoc-L-lysine